ClC=1C=C(C(=O)N[C@@H](C)C2=NC(=NN2C=2SC(=CN2)C(=O)O)C)C=C(C1)C(F)(F)F 2-[5-[(1S)-1-[[3-chloro-5-(trifluoromethyl)benzoyl]amino]ethyl]-3-methyl-1,2,4-triazol-1-yl]thiazole-5-carboxylic acid